O1COC2=C1C=CC(=C2)S(=O)(=O)Cl 1,3-benzodioxole-5-sulfonyl chloride